C(C1=CC=CC=C1)OC1=C(CN2C[C@@H](N([C@@H](C2)C)C(C(C)C)=O)C(=O)NCC2=CC=C(C=C2)C=2OC=CC2)C(=CC=C1)F cis-4-(2-(benzyloxy)-6-fluorobenzyl)-N-(4-(furan-2-yl)benzyl)-1-isobutyryl-6-methylpiperazine-2-carboxamide